C(C=CC)C1C2C=CC(C1)C2 5-(2-butenyl)-2-norbornene